8-(4-(2-(((2-(2,6-dioxopiperidin-3-yl)-1-oxoisoindolin-5-yl)methyl)amino)-1,1-difluoro-2-oxoethyl)phenyl)-N-hydroxyoctanamide O=C1NC(CCC1N1C(C2=CC=C(C=C2C1)CNC(C(F)(F)C1=CC=C(C=C1)CCCCCCCC(=O)NO)=O)=O)=O